2-methylanthracene-9,10-diol CC1=CC2=C(C3=CC=CC=C3C(=C2C=C1)O)O